5-[(2R)-4-(2-chloro-4-fluorobenzoyl)-2-ethylpiperazin-1-yl]-2'-ethoxy-N-[(3R)-1-methylpyrrolidin-3-yl]-[2,3'-bipyridine]-6-carboxamide ClC1=C(C(=O)N2C[C@H](N(CC2)C=2C=CC(=NC2C(=O)N[C@H]2CN(CC2)C)C=2C(=NC=CC2)OCC)CC)C=CC(=C1)F